CCCCC(CCCC)OC(CCCCCCCCCCCC(CCCCCCCCCCCC)N=C=S)=O.ClC1=NC(=NC(=N1)Cl)Cl 2,4,6-trichloro-1,3,5-triazine nonan-5-yl-13-isothiocyanatopentacosanoate